6,6'-dimethoxy-2,4'-diaminobiphenyl COC1=CC=CC(=C1C1=CC=C(C=C1OC)N)N